CC(CC(=O)OOOC(C)(C)CC)CC(C)(C)C tert-amylperoxy 3,5,5-trimethylhexanoate